(R)-7-methoxy-4-(2-(S-methylsulfonimidoyl)-1,2,3,4-tetrahydroisoquinolin-7-yl)quinoline COC1=CC=C2C(=CC=NC2=C1)C1=CC=C2CCN(CC2=C1)[S@](=O)(=N)C